(1S,2S)-2-(3-chlorophenyl)-N-(6-(((6-cyclopropyl-8-((1-methylpiperidin-4-yl)amino)imidazo[1,2-a]pyridin-2-yl)methyl)amino)pyrimidin-4-yl)cyclopropane-1-carboxamide, formic acid salt C(=O)O.ClC=1C=C(C=CC1)[C@@H]1[C@H](C1)C(=O)NC1=NC=NC(=C1)NCC=1N=C2N(C=C(C=C2NC2CCN(CC2)C)C2CC2)C1